N-(tert-butyl)-3-fluoro-5-(5'-(methylsulfonamido)spiro[cyclohexane-1,3'-indoline]-1'-carbonyl)benzenesulfonamide C(C)(C)(C)NS(=O)(=O)C1=CC(=CC(=C1)C(=O)N1CC2(C3=CC(=CC=C13)NS(=O)(=O)C)CCCCC2)F